C(C)(=O)ON=C(C1=CC(=CC=C1)CC(C=1SC2=C(N1)C=CC(=C2)OC)NS(=O)(=O)C2=CC(=CC=C2)NC(CCCNC(=O)OC(C)(C)C)=O)N [[amino-[3-[2-[[3-[4-(tert-butoxy carbonylamino)butanoylamino]phenyl]sulfonylamino]-2-(6-methoxy-1,3-benzothiazol-2-yl)ethyl]phenyl]methylene]amino] acetate